4-(3-((5-chloro-2',6'-diisopropyl-[1,1'-biphenyl]-3-yl)oxy)phenyl)-1-(2,6-diisopropylphenyl)-1H-imidazole ClC=1C=C(C=C(C1)C1=C(C=CC=C1C(C)C)C(C)C)OC=1C=C(C=CC1)C=1N=CN(C1)C1=C(C=CC=C1C(C)C)C(C)C